4-(3-chloro-4-(pyridin-2-ylmethoxy)phenylamino-3-cyano-7-ethoxyquinolin-6-yl)-4-(dimethylamino)but-2-enamide monomaleate C(\C=C/C(=O)O)(=O)O.ClC=1C=C(C=CC1OCC1=NC=CC=C1)NC1=NC2=CC(=C(C=C2C=C1C#N)C(C=CC(=O)N)N(C)C)OCC